(3R)-7-[2-(1-acetyl-4-piperidyl)tetrazol-5-yl]-3-amino-5-[(4-chlorophenyl)methyl]-8-fluoro-1,1-dioxo-2,3-dihydro-1lambda6,5-benzothiazepin-4-one C(C)(=O)N1CCC(CC1)N1N=C(N=N1)C=1C(=CC2=C(N(C([C@H](CS2(=O)=O)N)=O)CC2=CC=C(C=C2)Cl)C1)F